F[C@@H]1CC=2N(C=NC2I)C1 (R)-6-fluoro-1-iodo-6,7-dihydro-5H-pyrrolo[1,2-c]imidazole